7-morpholino-N-(oxetan-3-yl)-5-(3-(m-tolyl)-1H-pyrazol-1-yl)pyrazolo[1,5-a]pyrimidine-2-carboxamide O1CCN(CC1)C1=CC(=NC=2N1N=C(C2)C(=O)NC2COC2)N2N=C(C=C2)C=2C=C(C=CC2)C